1-methyl-4-bromo-5-phenylpyridine-2-one CN1C(C=C(C(=C1)C1=CC=CC=C1)Br)=O